NC=1C=2N(C=CN1)C(=NC2C)[C@@H](C)C=2C(=C(C(=O)N[C@@H]1C[C@H](CC1)O)C(=C(C2)Cl)F)OC(C)C 3-((S)-1-(8-amino-1-methylimidazo[1,5-a]pyrazin-3-yl)ethyl)-5-chloro-6-fluoro-N-((1S,3S)-3-hydroxycyclopentyl)-2-isopropoxybenzamide